CS(=O)(=O)C1=CC2=C(NC=N2)C=C1 5-methanesulfonyl-1H-1,3-benzodiazole